C(\C=C\C)(=O)Cl (E)-but-2-enoylchloride